CN1N=C(C(=C1C)C1=CC(=NC=C1)C1=C2C(=NC=C1)N=CN2)C 7-(4-(1,3,5-trimethyl-1H-pyrazol-4-yl)pyridin-2-yl)-1H-imidazo[4,5-b]pyridine